8,9-difluoro-5,6-dimethyl-pyrido[4,3-b]carbazole FC=1C(=CC=2C=3C=C4C(=C(C3N(C2C1)C)C)C=CN=C4)F